BrC=1C=C(C=CC1F)NC(CSC1=CC=C(C=C1)N1C(=NC2=C(C=CC=C2C1=O)OC)C)=O N-(3-bromo-4-fluorophenyl)-2-((4-(8-methoxy-2-methyl-4-oxoquinazolin-3(4H)-yl)phenyl)thio)acetamide